3-Bromo-6-(3-chlorophenyl)-7-hydroxythieno[3,2-b]pyridin-5(4H)-one BrC1=CSC2=C1NC(C(=C2O)C2=CC(=CC=C2)Cl)=O